N-(4-fluorobenzyl)-3-((4-cyanophenyl)sulphonamido)-4-(4-methylpiperazin-1-yl)benzamide FC1=CC=C(CNC(C2=CC(=C(C=C2)N2CCN(CC2)C)NS(=O)(=O)C2=CC=C(C=C2)C#N)=O)C=C1